Cl.NC=1C=NN(C1C(F)(F)F)C=1C=C(C#N)C=CC1 3-[4-amino-5-(trifluoromethyl)-1H-pyrazol-1-yl]benzonitrile hydrochloride